(Z)-2-((4-((6-((2,6-dibromobenzyl)sulfonyl)-3-oxo-3,4-dihydro-2H-benzo[b][1,4]thiazin-2-ylidene)methyl)phenyl)amino)acetic acid BrC1=C(CS(=O)(=O)C2=CC3=C(S\C(\C(N3)=O)=C/C3=CC=C(C=C3)NCC(=O)O)C=C2)C(=CC=C1)Br